2-bromo-8-methyl-5,6,7,8-tetrahydroquinolin-8-ol BrC1=NC=2C(CCCC2C=C1)(O)C